ethyl 3-methyl-2-oxo-1-(2-(1-trityl-1H-imidazol-5-yl)ethyl)pyrrolidine-3-carboxylate CC1(C(N(CC1)CCC1=CN=CN1C(C1=CC=CC=C1)(C1=CC=CC=C1)C1=CC=CC=C1)=O)C(=O)OCC